1,3-dihydro-isoindole-2-carboxylate C1N(CC2=CC=CC=C12)C(=O)[O-]